3-AMINO-2,4-DICHLOROPHENOL HCl Cl.NC=1C(=C(C=CC1Cl)O)Cl